isopropyl-pinacol borate (borate) B(O)(O)OC(C(OB(O)O)(CC(C)C)C)(C)C